The molecule is a long-chain fatty acid ethyl ester resulting from the formal condensation of the carboxy group of arachidonic acid with the hydroxy group of ethanol. It has a role as a human xenobiotic metabolite and a human blood serum metabolite. It derives from an arachidonic acid. CCCCC/C=C\\C/C=C\\C/C=C\\C/C=C\\CCCC(=O)OCC